N1=CC=CC2=CC=C3C=CC=NC3=C12 phenanthrolin